Tert-Butyl 10-chloro-8-cyano-3,4-dihydrobenzo[b][1,6]naphthyridine-2(1H)-carboxylate ClC1=C2C(=NC=3CCN(CC13)C(=O)OC(C)(C)C)C=CC(=C2)C#N